CC1=NNC=C1Br methyl-4-bromopyrazole